FC1=CC(=C(OC=2C(=NC=NC2)N2CC3(CCN(C3)C(=O)OC(C)(C)C)CC2)C=C1)N(C)CC(C)C Tert-butyl 7-(5-(4-fluoro-2-(N-methylisobutylamino) phenoxy) pyrimidin-4-yl)-2,7-diazaspiro[4.4]nonane-2-carboxylate